OC=1C=C(C=C(C1C1C=C(CCC1C(=C)C)C)C)[O-] 3-hydroxy-5-methyl-4-(3-methyl-6-isopropenylcyclohex-2-enyl)phenolate